trans-methyl 4-methyl-7-picolinoyl-7-azabicyclo[4.1.1]octane-1-carboxylate CC1CCC2(N(C(C1)C2)C(C2=NC=CC=C2)=O)C(=O)OC